Br[N-]C1=CC=CC2=CC=CC=C12 bromonaphthylamide